9-benzyl-8-(2,5-dichloro-4-(2-(piperazin-1-yl)ethoxy)phenyl)-6-(1-methylcyclopropoxy)-9H-purine C(C1=CC=CC=C1)N1C2=NC=NC(=C2N=C1C1=C(C=C(C(=C1)Cl)OCCN1CCNCC1)Cl)OC1(CC1)C